NC=1C=2N(C=CN1)C(=NC2C2=CC(=C(C=C2)NC(=O)NC2=CC(=C(C=C2)CN2CCN(CC2)C)C(F)(F)F)F)CCCOC 1-(4-(8-amino-3-(3-methoxypropyl)imidazo[1,5-a]pyrazin-1-yl)-2-fluorophenyl)-3-(4-((4-methylpiperazin-1-yl)methyl)-3-(trifluoromethyl)phenyl)urea